P(=O)(OC(C)C)(OC1=CC=CC=C1)OC1=CC=CC=C1 monoisopropyl diphenyl phosphate